2-[4-[4-(N-2-hydroxyethyl-N-ethylcarbamoyl)-phenyl]-6-(4-hydroxy-piperidin-1-yl)-pyrimidin-2-ylamino]-4-methyl-5-thiazolecarboxylic acid ethyl ester C(C)OC(=O)C1=C(N=C(S1)NC1=NC(=CC(=N1)C1=CC=C(C=C1)C(N(CC)CCO)=O)N1CCC(CC1)O)C